C(C)C1=NOC(=C1)C(F)(F)F ethyl-5-(trifluoromethyl)isoxazole